C(C)OC(NC=1C=NC(=CC1C)CC(C)C)=O (6-isobutyl-4-methylpyridin-3-yl)carbamic acid ethyl ester